FC(C=1C=C(C(=O)N[C@@H](C)C2=NC(=NN2C=2SC(=CN2)C(=O)OC)C)C=C(C1)C(F)(F)F)(F)F methyl 2-(5-{(1S)-1-[3,5-bis(trifluoromethyl)benzamido]ethyl}-3-methyl-1H-1,2,4-triazol-1-yl)-1,3-thiazole-5-carboxylate